C\C(=C/CCCC)\CCC=C(C)C E-6,10-dimethyl-5,9-undecadien